C(C)(C)(C)OC(=O)N(CC(=O)OCC)C1=CC=C(C=C1)Cl ethyl N-(tert-butoxycarbonyl)-N-(4-chlorophenyl)glycinate